FC(CN1CC(N(CC1)CC1=C2C=CN(C2=C(C=C1OC)C)C(=O)OCCCC)C1=CC(=C(C=C1)C(=O)OC)NC1COC1)F Butyl 4-((4-(2,2-difluoroethyl)-2-(4-(methoxycarbonyl)-3-(oxetan-3-ylamino)phenyl)piperazin-1-yl)methyl)-5-methoxy-7-methyl-1H-indole-1-carboxylate